9,9'-(5-(4,6-diphenylpyrimidin-2-yl)-1,3-phenylene)bis(3,6-bis(3,5-dimethylphenyl)-9H-carbazole) C1(=CC=CC=C1)C1=NC(=NC(=C1)C1=CC=CC=C1)C=1C=C(C=C(C1)N1C2=CC=C(C=C2C=2C=C(C=CC12)C1=CC(=CC(=C1)C)C)C1=CC(=CC(=C1)C)C)N1C2=CC=C(C=C2C=2C=C(C=CC12)C1=CC(=CC(=C1)C)C)C1=CC(=CC(=C1)C)C